13-ethyl-13-hydroxy-6-methoxy-7-(4-(4-(4-hexylbenzoyloxy)phenyl)piperazin-1-yl)-3H,13H-indeno[2',3':3,4]naphtho[1,2-b]pyran C(C)C1(C2=CC=CC=C2C2=C1C1=C(OCC=C1)C=1C=C(C(=CC21)N2CCN(CC2)C2=CC=C(C=C2)OC(C2=CC=C(C=C2)CCCCCC)=O)OC)O